1-isocyanato-4-[(2-isocyanatocyclohexyl)methyl]2-methylbenzene N(=C=O)C1=C(C=C(C=C1)CC1C(CCCC1)N=C=O)C